BrC=1C=CC2=C(C3=C(O2)C=C(C=C3)S(=O)(=O)Cl)C1 8-bromo-dibenzo[b,d]Furan-3-sulfonyl chloride